dimethyl-2-cycloheptenone CC1=C(C(CCCC1)=O)C